3-(4-((2-(4-fluorophenoxy)benzyl)oxy)phenyl)propionic acid FC1=CC=C(OC2=C(COC3=CC=C(C=C3)CCC(=O)O)C=CC=C2)C=C1